FC(C1=NC(=NC(=N1)C(F)(F)F)N1[C@H](C=2NC3=CC=C(C=C3C2CC1)Cl)C[C@@H](CO)C)(F)F (2S)-3-{(1S)-2-[4,6-bis(trifluoromethyl)-1,3,5-triazin-2-yl]-6-chloro-2,3,4,9-tetrahydro-1H-pyrido[3,4-b]indol-1-yl}-2-methylpropan-1-ol